Propyl-(6-pyrrol-1-yl-indan-2-yl)-amine C(CC)NC1CC2=CC(=CC=C2C1)N1C=CC=C1